N-(1-cyanocyclopropyl)-8-(4-isobutyrylpiperazin-1-yl)-3-(5-methyl-1,3,4-thiadiazole-2-yl)imidazo[1,2-a]pyridine-6-sulfonamide C(#N)C1(CC1)NS(=O)(=O)C=1C=C(C=2N(C1)C(=CN2)C=2SC(=NN2)C)N2CCN(CC2)C(C(C)C)=O